CN(CCCN1C(C=CC1=O)=O)C1=CC=CC=C1 1-(3-(methyl(phenyl)amino)propyl)-1H-pyrrole-2,5-dione